2-(trifluoro-methyl)isonicotinate FC(C=1C=C(C(=O)[O-])C=CN1)(F)F